4-[5-(1,3-benzodioxol-5-yl)-1-methyl-1H-pyrazol-3-yl]-2-bromopyridine O1COC2=C1C=CC(=C2)C2=CC(=NN2C)C2=CC(=NC=C2)Br